ClC1=C(C(=CC=C1)OC)C(C(=O)O)(F)F 2-(2-chloro-6-methoxy-phenyl)-2,2-difluoro-acetic acid